NC([C@H](CCC(=O)OC(C)(C)C)N1C(C2=CC(=C(C=C2C1)C1=NC(=C(C(=C1)C)C)N)F)=O)=O tert-butyl (S)-5-amino-4-(5-(6-amino-4,5-dimethylpyridin-2-yl)-6-fluoro-1-oxoisoindolin-2-yl)-5-oxopentanoate